1-(4-iodopyrazol-1-yl)cyclobutanecarboxamide IC=1C=NN(C1)C1(CCC1)C(=O)N